3,3-dicyclopropyl-N-[4-(3,5-dimethyl-1H-pyrazol-4-yl)phenyl]-2-[5-(2-methoxyphenyl)-1H-imidazol-2-yl]propanamide C1(CC1)C(C(C(=O)NC1=CC=C(C=C1)C=1C(=NNC1C)C)C=1NC(=CN1)C1=C(C=CC=C1)OC)C1CC1